N-ethyl-2-((5-(2-((3x-r,5r)-6-(ethyl-(methyl)amino)-5-hydroxy-2-methylhex-3-yl)-2,6-diazaspiro[3.4]oct-6-yl)-1,2,4-triazin-6-yl)oxy)-5-fluoro-N-isopropylbenzamide C(C)N(C(C1=C(C=CC(=C1)F)OC1=C(N=CN=N1)N1CC2(CN(C2)C(C(C)C)C[C@H](CN(C)CC)O)CC1)=O)C(C)C